(3R)-4-amino-7-fluoro-N,3-dimethyl-N-((1R)-1-(6-(trifluoromethyl)-3-pyridazinyl)ethyl)-1,3-dihydrofuro[3,4-c]quinoline-8-carboxamide NC1=NC=2C=C(C(=CC2C2=C1[C@H](OC2)C)C(=O)N([C@H](C)C=2N=NC(=CC2)C(F)(F)F)C)F